C(C)N(CCNC(=S)NC=1C=C2C=CC(=NC2=CC1)N1CCN(CC1)C)CC 1-(2-(diethylamino)ethyl)-3-(2-(4-methylpiperazin-1-yl)quinolin-6-yl)thiourea